2-(5-((4-benzylpiperidin-1-yl)methyl)-4H-1,2,4-triazol-3-yl)-5,6-dimethoxy-1H-indole C(C1=CC=CC=C1)C1CCN(CC1)CC=1NC(=NN1)C=1NC2=CC(=C(C=C2C1)OC)OC